C(C)OC(=O)C1=C(C2=C(CCO2)C(=C1)OC1COCC1)[N+](=O)[O-] 7-Nitro-4-((tetrahydrofuran-3-yl)oxy)-2,3-dihydrobenzofuran-6-carboxylic acid ethyl ester